methyl (3R)-1-[(4S)-2-[(3-bromo-2-chloro-phenyl)carbamoyl]-4,5,6,7-tetrahydropyrazolo[1,5-a]pyridin-4-yl]pyrrolidine-3-carboxylate BrC=1C(=C(C=CC1)NC(=O)C1=NN2C([C@H](CCC2)N2C[C@@H](CC2)C(=O)OC)=C1)Cl